1-{1-[(1S)-1-(3-chlorophenyl)ethyl]-2-oxoquinoxalin-6-yl}-3-(1-methylcyclobutyl)urea ClC=1C=C(C=CC1)[C@H](C)N1C(C=NC2=CC(=CC=C12)NC(=O)NC1(CCC1)C)=O